CC(C)NC(=O)C1=CC=C(C=C1)CNNC.Cl The molecule is a hydrochloride obtained by combining procarbazine with one equivalent of hydrochloric acid. An antineoplastic chemotherapy drug used for treatment of Hodgkin's lymphoma. Metabolism yields azo-procarbazine and hydrogen peroxide, which results in the breaking of DNA strands. It has a role as an antineoplastic agent. It contains a procarbazine(1+).